FC1=NC(=CC=C1N1CCN(CC1)CC=1C(=C2NC(C=3N(C2=CC1)C=NC3)=O)F)C(NC)=O 7-((4-(2-fluoro-6-(methylcarbamoyl)pyridin-3-yl)piperazin-1-yl)methyl)-6-fluoroimidazo[1,5-a]quinoxalin-4(5H)-one